ClC1=C(C=CC=C1NC1=NC=CC(=C1F)CN1CC(C1)CO)C1=NC=CC(=C1C)C1=NC(=C(C=C1)CNC[C@@H]1CCC(N1)=O)OC (S)-5-((((2'-(2-chloro-3-((3-fluoro-4-((3-(hydroxymethyl)azetidin-1-yl)methyl)pyridin-2-yl)amino)phenyl)-6-methoxy-3'-methyl-[2,4'-bipyridin]-5-yl)methyl)amino)methyl)pyrrolidin-2-one